ClC1=C(C=C(C(=O)NC2=CC(=C(C=C2)F)C)C=C1)C(C(=O)N1CCC=CC1)(F)F 4-chloro-3-(2-(3,6-dihydropyridin-1(2H)-yl)-1,1-difluoro-2-oxoethyl)-N-(4-fluoro-3-methylphenyl)benzamide